N-[(6-Amino-2-pyridyl)sulfonyl]-2-(2-ethylpyrrolidin-1-yl)-6-(3-fluoro-5-isobutoxyphenyl)pyridin-3-carboxamid NC1=CC=CC(=N1)S(=O)(=O)NC(=O)C=1C(=NC(=CC1)C1=CC(=CC(=C1)OCC(C)C)F)N1C(CCC1)CC